(S)-5-(2-((5,6-diethyl-2,3-dihydro-1H-inden-2-yl)amino)-1-hydroxyethyl)-8-(2-(piperidin-1-yl)ethoxy)quinolin-2(1H)-one C(C)C=1C=C2CC(CC2=CC1CC)NC[C@@H](O)C1=C2C=CC(NC2=C(C=C1)OCCN1CCCCC1)=O